2-amino-5-(4-(3-(4,4-difluorocyclohexyl)-3-azabicyclo[3.1.0]hex-1-yl)phenyl)-N-(4-hydroxybicyclo[2.2.2]oct-1-yl)nicotinamide NC1=C(C(=O)NC23CCC(CC2)(CC3)O)C=C(C=N1)C1=CC=C(C=C1)C13CN(CC3C1)C1CCC(CC1)(F)F